[Si](C)(C)(C(C)(C)C)OC/C=C/C1=CC(=CC(=N1)N1CCOCC1)Cl 4-[6-[(1E)-3-[(tert-butyldimethylsilyl)oxy]prop-1-en-1-yl]-4-chloropyridin-2-yl]morpholine